C(C)OC(=O)[C@H]1C2CCC([C@@H]1NC1=NC(=NN3C1=CC(=C3)CO)C3=CN(C1=NC=C(C=C13)F)S(=O)(=O)C1=CC=C(C)C=C1)CC2 (1R,2S,3S,4R)-3-((2-(5-fluoro-1-tosyl-1H-pyrrolo[2,3-b]pyridin-3-yl)-6-(hydroxymethyl)pyrrolo[2,1-f][1,2,4]triazin-4-yl)amino)bicyclo[2.2.2]octane-2-carboxylic acid ethyl ester